2,3,4-trihydroxy-benzoyl chloride OC1=C(C(=O)Cl)C=CC(=C1O)O